6-fluoro-2-methyl-2H-indazol-5-amine hydrochloride Cl.FC=1C(=CC2=CN(N=C2C1)C)N